trans-tert-butyl 4-(4-(4-amino-2-fluorophenyl)piperazin-1-yl)cyclohexane-1-carboxylate NC1=CC(=C(C=C1)N1CCN(CC1)[C@@H]1CC[C@H](CC1)C(=O)OC(C)(C)C)F